ethyl (R)-4-(4-(3-(3,6-dibromo-9H-carbazol-9-yl)-2-hydroxypropyl)piperazin-1-yl)butanoate BrC=1C=CC=2N(C3=CC=C(C=C3C2C1)Br)C[C@@H](CN1CCN(CC1)CCCC(=O)OCC)O